tert-Butyl (2R)-4-(3-bromopyrazolo[1,5-a]pyrimidin-5-yl)-2-methyl-piperazine-1-carboxylate BrC=1C=NN2C1N=C(C=C2)N2C[C@H](N(CC2)C(=O)OC(C)(C)C)C